1-methyl-5-(1,2,3,6-tetrahydropyridin-4-yl)-1H-indazole hydrochloride Cl.CN1N=CC2=CC(=CC=C12)C=1CCNCC1